C(C)(C)(C)OC(N(C(=O)OC(C)(C)C)C1=NC=C(C=C1OC)Br)=O (5-bromo-3-methoxypyridin-2-yl)(tert-butoxycarbonyl)carbamic acid tert-butyl ester